C(C1=CC=CC=C1)(=O)ON=C(C(=O)C1=CC=C(C=C1)SC1=CC=CC=C1)CC1CCCC1 3-cyclopentyl-1-[4-(phenylthio)phenyl]-1,2-propanedione-2-(O-benzoyloxime)